C(C)(C)(C)OC(=O)NC1=CC=C(C=C1)C=1N(C2=CC(=C(C=C2C1)F)C#N)C1(CCC1)C 2-(4-tert-Butyloxycarbonylaminophenyl)-5-fluoro-1-(1-methylcyclobutyl)-1H-indole-6-carbonitrile